trihydroxyoxycholine OOC(C(O)(OO)OO)[N+](C)(C)C